tert-Butyl 4-(2,3-dimethylphenyl)piperazine-1-carboxylate CC1=C(C=CC=C1C)N1CCN(CC1)C(=O)OC(C)(C)C